O=C(CC(=O)O)N1CCN(CC1)C 3-oxo-3-(4-methylpiperazin-1-yl)propionic acid